[2-[1-(cyclopropylmethyl)-6-[1-(5-methyl-1,3,4-oxadiazol-2-yl)propan-2-yl]pyrrolo[2,3-b]pyridin-2-yl]-5-methoxy-3-methylimidazo[1,2-a]pyridin-7-yl]methanone C1(CC1)CN1C(=CC=2C1=NC(=CC2)C(CC=2OC(=NN2)C)C)C=2N=C1N(C(=CC(=C1)C=O)OC)C2C